O[C@H](CN1N=CC(=C1C(F)(F)F)C(=O)OCC)C ethyl (S)-1-(2-hydroxypropyl)-5-(trifluoromethyl)-1H-pyrazole-4-carboxylate